ClC=1C=C(C=CC1)C1=CN=C(S1)N1C([C@H]2N(CCN(C2)C#N)CC1)=O (S)-8-(5-(3-chlorophenyl)thiazol-2-yl)-9-oxooctahydro-2H-pyrazino[1,2-a]pyrazine-2-carbonitrile